C1(CC1)NC(=O)C1=C(N(C(C(=C1)CC1=C(C(=CC=C1)NS(=O)(=O)CC)F)=O)C)NC1=C(C=C(C=C1)I)F N-Cyclopropyl-5-[[3-(ethylsulfonylamino)-2-fluorophenyl]methyl]-2-(2-fluoro-4-iodoanilino)-1-methyl-6-oxopyridine-3-carboxamide